4-((2S,5R)-4-acryloyl-2,5-dimethylpiperazin-1-yl)-6-cyclopropyl-7-(2-fluoro-5-methylbenzeneyl)-1-(2-isopropyl-4-methylpyridin-3-yl)pyrido[2,3-d]pyrimidin-2(1H)-one C(C=C)(=O)N1C[C@@H](N(C[C@H]1C)C=1C2=C(N(C(N1)=O)C=1C(=NC=CC1C)C(C)C)N=C(C(=C2)C2CC2)C2=C(C=CC(=C2)C)F)C